(S)-5-methyl-1-(1-(4-(1-methylazepan-4-yl)benzyl)-1H-indol-5-yl)-1H-pyrazole-3-carboxamide CC1=CC(=NN1C=1C=C2C=CN(C2=CC1)CC1=CC=C(C=C1)[C@@H]1CCN(CCC1)C)C(=O)N